2-((4-(1-(3,5-difluoro-4-(trifluoromethyl)phenyl)cyclobutoxy)-2-methylene-4-oxobutanoyl)oxy)acetic acid FC=1C=C(C=C(C1C(F)(F)F)F)C1(CCC1)OC(CC(C(=O)OCC(=O)O)=C)=O